ClC=1C(=C(C(=CC1)F)C=1C(N(N=C(C1O)C)C)=O)CCC1=CC=C(C=C1)N1N=C(C=C1C)C 4-[3-chloro-2-[2-[4-(3,5-dimethylpyrazol-1-yl)phenyl]ethyl]-6-fluoro-phenyl]-5-hydroxy-2,6-dimethyl-pyridazin-3-one